C1(=CC=CC=C1)S(=O)(=O)OC=1C=C(C=CC1)NC(=O)NC1=CC(=CC=C1)OS(=O)(=O)C1=CC=CC=C1 N,N'-bis[3-(benzenesulfonyloxy)phenyl]urea